FC=1C=C2C(=C(NC2=C(C1)F)C1=CC=C(C=C1)F)C[C@H](C(=O)O)O (2R)-3-[5,7-difluoro-2-(4-fluorophenyl)-1H-indol-3-yl]-2-hydroxy-propionic acid